amino-5,8-dimethoxy[1,2,4]triazolo[1,5-C]pyrimidine NC1=NN2C(=NC=C(C2=N1)OC)OC